FC1=C(C=CC(=C1)F)C1=CC(=CN1S(=O)(=O)C1=CC=C(C)C=C1)CNC([2H])([2H])[2H] ((5-(2,4-difluorophenyl)-1-tosyl-1H-pyrrol-3-yl)methyl)methane-d3-amine